3-Carboxypropyl-[2-[2-[[4-[[3-(2,3-difluoro-4-methoxy-phenyl)imidazo[1,2-a]pyrazin-8-yl]amino]-2-ethyl-benzoyl]amino]ethoxy]ethyl]-dimethyl-ammonium formate C(=O)[O-].C(=O)(O)CCC[N+](C)(C)CCOCCNC(C1=C(C=C(C=C1)NC=1C=2N(C=CN1)C(=CN2)C2=C(C(=C(C=C2)OC)F)F)CC)=O